tert-butyl N-{2-[(2S)-2-[(tert-butoxycarbonyl)amino]propyl]-5-chloro-3-(1,3-oxazol-5-yl)furo[3,2-b]pyridin-7-yl}-N-(thiophen-2-ylmethyl)carbamate C(C)(C)(C)OC(=O)N[C@H](CC1=C(C2=NC(=CC(=C2O1)N(C(OC(C)(C)C)=O)CC=1SC=CC1)Cl)C1=CN=CO1)C